fluoro-5'-isopropyl-2'-methoxy-4-trifluoromethyl-1,1'-biphenyl-2-carboxylic acid methyl ester COC(=O)C=1C(=CC=C(C1F)C(F)(F)F)C1=C(C=CC(=C1)C(C)C)OC